rel-N-(1-cyanocyclopropyl)-3-(5-(difluoromethyl)-1,3,4-thiadiazol-2-yl)-8-((2R,6S)-2-(hydroxymethyl)-6-methylmorpholino)imidazo[1,5-a]pyridine-6-sulfonamide C(#N)C1(CC1)NS(=O)(=O)C=1C=C(C=2N(C1)C(=NC2)C=2SC(=NN2)C(F)F)N2C[C@@H](O[C@H](C2)C)CO |o1:28,30|